N-[2-(p-toluenesulfonyloxy)phenyl]-N'-[2-(2-naphthalenesulfonyloxy)phenyl]urea CC1=CC=C(C=C1)S(=O)(=O)OC1=C(C=CC=C1)NC(=O)NC1=C(C=CC=C1)OS(=O)(=O)C1=CC2=CC=CC=C2C=C1